(S)-4-(2-methyl-5-(3-(2,2,2-trifluoroethyl)pyrrolidine-1-carboxamido)phenyl)-6-morpholinopicolinic acid CC1=C(C=C(C=C1)NC(=O)N1C[C@@H](CC1)CC(F)(F)F)C1=CC(=NC(=C1)N1CCOCC1)C(=O)O